4,4'-bis(2,2-biphenylyl)biphenyl C1(=C(C=CC=C1)C1=CC=CC=C1)C1=CC=C(C=C1)C1=CC=C(C=C1)C1=C(C=CC=C1)C1=CC=CC=C1